FC(C(=O)NCC1=CC=C(C=C1)N=C=O)(F)F 2,2,2-trifluoro-N-[(4-isocyanatophenyl)methyl]acetamide